C(CCC)N(C(C1=CC=C(C=C1)C)=O)CCCC N,N-dibutyl-4-methylbenzamide